5-bromo-1-(Oxetan-3-yl)-1,2-dihydropyridin-2-one BrC=1C=CC(N(C1)C1COC1)=O